FC(C(=O)O)(F)F.NC1=C2C(=NC=N1)N(N=C2C=2NC1=C(C=CC=C1C2)O)CCCCN 2-(4-amino-1-(4-aminobutyl)-1H-pyrazolo[3,4-d]pyrimidin-3-yl)-1H-indol-7-ol trifluoroacetic Acid Salt